OCC=1C=C2C(C=3C=C(C=C(C3C(C2=C(C1)O)=O)O)O)=O 6-hydroxymethyl-1,3,8-trihydroxy-anthraquinone